1,4-bis(4-(4,6-diphenyl-1,3,5-triazin-2-yl)phenyl)naphthalene C1(=CC=CC=C1)C1=NC(=NC(=N1)C1=CC=CC=C1)C1=CC=C(C=C1)C1=CC=C(C2=CC=CC=C12)C1=CC=C(C=C1)C1=NC(=NC(=N1)C1=CC=CC=C1)C1=CC=CC=C1